1-(((1S,2S,5S,6R)-5-fluoro-6-methyl-4-oxo-3-azabicyclo[3.1.0]hexan-2-yl)methoxy)-7-methoxyisoquinoline-6-carboxamide F[C@@]12C(N[C@@H]([C@@H]2[C@H]1C)COC1=NC=CC2=CC(=C(C=C12)OC)C(=O)N)=O